CN(CCCC(C=C)=O)C 6-(dimethylamino)-1-hexen-3-one